C(C)N1N(C2=CC(=CC=C2C1=O)NC1=NC=C(C(=C1)N[C@H](CO)C1=CC=CC=C1)C1=NC(=NO1)C1=NC=CC=C1)C(C)C (S)-2-ethyl-6-((4-((2-hydroxy-1-phenylethyl)amino)-5-(3-(pyridin-2-yl)-1,2,4-oxadiazol-5-yl)pyridin-2-yl)amino)-1-isopropyl-1,2-dihydro-3H-indazol-3-one